CC(=O)C1=CC=CC2=CC=CC=C21 α-acetonaphthone